3-(6-Chloropyridin-3-yl)-5,6-dihydro-8H-[1,2,4]triazolo[3,4-c][1,4]oxazine ClC1=CC=C(C=N1)C1=NN=C2COCCN21